(1-(4-isopropyl-5-(5-(2-methoxyethyl)-4H-1,2,4-triazol-3-yl)-2-methylbenzoyl)piperidin-4-yl)benzonitrile C(C)(C)C1=CC(=C(C(=O)N2CCC(CC2)C2=C(C#N)C=CC=C2)C=C1C1=NN=C(N1)CCOC)C